FC=1C(=C2C(C(=CN(C2=NC1N1CC(C1)N1N=CC=C1)C1=NC=NS1)C(=O)O)=O)C 6-fluoro-5-methyl-4-oxo-7-[3-(1H-pyrazol-1-yl)azetidin-1-yl]-1-(1,2,4-thiadiazol-5-yl)-1,4-dihydro-1,8-naphthyridine-3-carboxylic acid